IC=1C=C(CN2CCSCC2)C=CC1 4-(3-iodobenzyl)thiomorpholine